ClC1=NC=C(C(=N1)NCC1=CC=C(C=C1)C)C(=O)N 2-chloro-4-[(4-methylbenzyl)amino]pyrimidin-5-carboxamide